C1(CC1)N1N=CC(=C1)CN1CCC2(CC1)COC1=C3CN(C(C3=CC=C12)=O)C1C(NC(CC1)=O)=O 3-(1'-((1-cyclopropyl-1H-pyrazol-4-yl)methyl)-6-oxo-6,8-dihydro-2H,7H-spiro[furo[2,3-e]isoindole-3,4'-piperidin]-7-yl)piperidine-2,6-dione